C(C1=CC=CC=C1)OC1=NC(=CC(=C1)B1OC(C(O1)(C)C)(C)C)OCC1=CC=CC=C1 2,6-dibenzyloxy-4-(4,4,5,5-tetramethyl-1,3,2-dioxaborolan-2-yl)pyridine